2-(2-Ethoxy-5-((4-(2-hydroxyethyl)piperazin-1-yl)sulfonyl)phenyl)-5-ethyl-4-oxo-7-propyl-3,4-dihydropyrrolo[2,1-f][1,2,4]triazin-6-carbaldehyd C(C)OC1=C(C=C(C=C1)S(=O)(=O)N1CCN(CC1)CCO)C1=NN2C(C(N1)=O)=C(C(=C2CCC)C=O)CC